BrC1=CC=CC(=N1)NC(=O)[C@H]1N(C[C@@H](C1)C)C(=O)OC(C)(C)C (2S,4R)-tert-butyl 2-((6-bromopyridin-2-yl)carbamoyl)-4-methylpyrrolidine-1-carboxylate